ClC=1C=C2C3=C(NC2=CC1)[C@@H](N(CC3)C3=NC(=NC(=N3)N3CCOCC3)C(F)(F)F)CC3CCCCC3 (1S)-6-chloro-1-(cyclohexylmethyl)-2-[4-(morpholin-4-yl)-6-(trifluoromethyl)-1,3,5-triazin-2-yl]-2,3,4,9-tetrahydro-1H-pyrido[3,4-b]indole